tert-butyl (S)-2-(3-isopropylthiophen-2-yl)pyrrolidine-1-carboxylate C(C)(C)C1=C(SC=C1)[C@H]1N(CCC1)C(=O)OC(C)(C)C